4-(4-chlorophenyl)-4-(2-hydroxyethyl)piperidine-1-carboxylic acid tert-butyl ester C(C)(C)(C)OC(=O)N1CCC(CC1)(CCO)C1=CC=C(C=C1)Cl